OC=1N=[N+](C2=C(N1)C=C(C=C2)Br)[O-] 3-hydroxy-6-bromobenzo[e][1,2,4]triazine-1-oxide